CC1=NOC(=C1CCO)C 2-(3,5-dimethyl-1,2-oxazol-4-yl)ethanol